C(C)N1C(NC(=CC1=O)N1C(C2=CC(=CC=C2CC1)F)=O)=O 3-ethyl-6-(7-fluoro-1-oxo-3,4-dihydroisoquinolin-2(1H)-yl)pyrimidine-2,4(1H,3H)-dione